5,5-dimethyl-3-isoxazolidone CC1(CC(NO1)=O)C